C(N)(=O)C=1C=C(C=CC1)NC(=O)C=1C(=NC2=NC=CC=C2C1)N1CCC(CCC1)(F)F N-(3-carbamoylphenyl)-2-(4,4-difluoroazepan-1-yl)-1,8-naphthyridine-3-carboxamide